NC1=C(C=C(C=N1)C#CC=1C(=CC(=C(C(=O)NC2=CC(=CC(=C2)C(F)(F)F)N2C=NC(=C2)C)C1)F)C)OC(F)(F)F 5-((6-amino-5-(trifluoromethoxy)pyridin-3-yl)ethynyl)-2-fluoro-4-methyl-N-(3-(4-methyl-1H-imidazole-1-yl)-5-(trifluoromethyl)phenyl)benzamide